NC=1NC(C=2N(C(N(C2N1)[C@@H]1O[C@@H](C[C@H]1O)CO)=O)CC1=CC(=CC=C1)F)=O 2-Amino-7-(3-fluorobenzyl)-9-((2R,3R,5S)-3-hydroxy-5-(hydroxymethyl)tetrahydrofuran-2-yl)-7,9-dihydro-1H-purin-6,8-dion